1-(4-(benzylamino)-7-methylpyrrolo[2,1-f][1,2,4]triazin-2-yl)-2-methyl-1H-indole-4-carboxamide C(C1=CC=CC=C1)NC1=NC(=NN2C1=CC=C2C)N2C(=CC=1C(=CC=CC21)C(=O)N)C